ClC1=CC(=CC(=N1)N1CCN(CC1)S(=O)(=O)C1=CC=C(C=C1)NC(C1=C(C=CC(=C1)CCl)OC)=O)C(F)(F)F N-(4-((4-(6-chloro-4-(trifluoromethyl)pyridin-2-yl)piperazin-1-yl)sulfonyl)phenyl)-5-(chloromethyl)-2-methoxybenzamide